2-(dimethylamino)-1-(3-fluorophenyl)ethan-1-ol CN(CC(O)C1=CC(=CC=C1)F)C